C(C)(C)(C)C1=CC=C(C=C1)N(C(=O)[C@@H]1N(CCC1)C(=O)OCC1=CC=CC=C1)C(C(=O)N1CC(C1)(C)O)C=1C=NC=CC1 benzyl (2R)-2-[(4-tert-butylphenyl)-[2-(3-hydroxy-3-methyl-azetidin-1-yl)-2-oxo-1-(3-pyridyl)ethyl]carbamoyl]pyrrolidine-1-carboxylate